BrC=1C(=NC(=CC1)OC)F 3-bromo-2-fluoro-6-methoxypyridine